CC1(OCCOC1)C Dimethyl-dioxane